BrC1=C(C(=C(C=C1)CC(=O)O)C#N)F 2-(4-bromo-2-cyano-3-fluorophenyl)acetic acid